CN1COC2=C1C=C(C=C2)N2N=NC(=C2)CN2C[C@H](NCC2)C=2C(=C1COC(C1=CC2)=O)C (R)-3-methyl-5-(4-((3-(4-methyl-1-oxo-1,3-dihydroisobenzofuran-5-yl)piperazin-1-yl)methyl)-1H-1,2,3-triazol-1-yl)benzo[d]oxazol